2-{[4-({5-[(3-chloro-2-methylphenoxy)methyl]furan-2-yl}methyl)piperazin-1-yl]methyl}-1-{[(2S)-oxetan-2-yl]methyl}-1H-1,3-benzodiazole-6-carboxylic acid ClC=1C(=C(OCC2=CC=C(O2)CN2CCN(CC2)CC2=NC3=C(N2C[C@H]2OCC2)C=C(C=C3)C(=O)O)C=CC1)C